6-[3-(Difluoromethyl)-4-fluoro-phenyl]-1-[[5-(difluoromethyl)-3-pyridyl]methyl]pyrazolo[4,3-b]pyridine FC(C=1C=C(C=CC1F)C=1C=C2C(=NC1)C=NN2CC=2C=NC=C(C2)C(F)F)F